methyl (1-(4-((cyclobutylamino)methyl)-2-methoxybenzyl)-7-hydroxy-1H-pyrazolo[4,3-d]pyrimidin-5-yl)carbamate C1(CCC1)NCC1=CC(=C(CN2N=CC=3N=C(N=C(C32)O)NC(OC)=O)C=C1)OC